CCC1=CC=C(C=C1)S(=O)(=O)OCCCCNC1=NC(=CC=C1CO)N1C=NC2=C1C=C(C(=C2)OC)OC 4-((6-(5,6-Dimethoxy-1H-benzo[d]imidazol-1-yl)-3-(hydroxymethyl)pyridin-2-yl)amino)butan-1-ol methyl-para-toluenesulfonate